2-(6-(hydroxymethyl)-3-(4-sulfamoylbenzyl)-1H-indol-1-yl)thiazole-4-carboxylic acid OCC1=CC=C2C(=CN(C2=C1)C=1SC=C(N1)C(=O)O)CC1=CC=C(C=C1)S(N)(=O)=O